Cl.NOC(C(=O)O)(C)C.BrC1=CC=C(S1)C1=NN2C(N=C(C=C2C(F)(F)F)C2=CC(=C(C=C2)OC)OC)=C1 2-(5-Bromothiophen-2-yl)-5-(3,4-dimethoxyphenyl)-7-(trifluoromethyl)pyrazolo[1,5-a]pyrimidine 2-(aminooxy)-2-methylpropanoate hydrochloride